BrC1=CC(NC=C1)N 4-Bromo-1,2-dihydropyridin-2-amine